FC=1C=C(C=CC1)NC(C1=CC(=CC=C1)NC1CCC(CC1)C1=CC=CC=C1)=O N-(3-fluorophenyl)-3-((4-phenylcyclohexyl)amino)benzamide